(R)-7-bromo-5-(2-((tert-butyldimethylsilyl)oxy)propoxy)-6-chloro-8-fluoro-2-(methylthio)-quinazolin-4-ol BrC1=C(C(=C2C(=NC(=NC2=C1F)SC)O)OC[C@@H](C)O[Si](C)(C)C(C)(C)C)Cl